cyclopropyl(5-(4-(hexyloxy)phenyl)thiophene-3-yl)methanone C1(CC1)C(=O)C1=CSC(=C1)C1=CC=C(C=C1)OCCCCCC